CC(C[C@@H](C(=O)OC(C)C)N[P@](=O)(OC1=CC=CC=C1)OC1=C(C(=C(C(=C1F)F)F)F)F)C (S)-Isopropyl 4-methyl-2-(((S)-(perfluorophenoxy)(phenoxy)phosphoryl)amino)pentanoate